FC1(CCC2=C1N=C(N=C2C=2C=C1CCC3(C1=CC2)C(N(C(N3)=O)C)=O)N3[C@H]([C@@H](C3)O)C)F 5'-[7,7-difluoro-2-[(2S,3R)-3-hydroxy-2-methyl-azetidin-1-yl]-5,6-dihydrocyclopenta[d]pyrimidin-4-yl]-3-methyl-spiro[imidazolidine-5,1'-indane]-2,4-dione